(S)-3-((R)-5H-imidazo[5,1-a]isoindol-5-yl)tetrahydrofuran-3-ol C=1N=CN2C1C1=CC=CC=C1[C@@H]2[C@@]2(COCC2)O